tert-butyl (S)-(5-fluoro-6-(4,4,5,5-tetramethyl-1,3,2-dioxaborolan-2-yl)-2,3-dihydrobenzofuran-3-yl)(methyl)carbamate FC=1C(=CC2=C([C@@H](CO2)N(C(OC(C)(C)C)=O)C)C1)B1OC(C(O1)(C)C)(C)C